1-(2-(1-methyl-3-morpholino-1H-imidazo[1,2-b]pyrazole-7-carbonyl)-2-azaspiro[3.3]heptan-6-yl)-3-(3-(trifluoromethyl)phenyl)urea CN1C=C(N2N=CC(=C21)C(=O)N2CC1(C2)CC(C1)NC(=O)NC1=CC(=CC=C1)C(F)(F)F)N1CCOCC1